(5R,8S)-1-(9H-fluoren-9-yl)-8-(hydroxymethyl)-5-isopropyl-3,6,9-trioxo-2,12-dioxa-4,7,10-triazatetradecan-14-oic acid C1=CC=CC=2C3=CC=CC=C3C(C12)COC(N[C@@H](C(N[C@H](C(NCOCC(=O)O)=O)CO)=O)C(C)C)=O